5-(3-chloro-2-(2,3-dihydrobenzofuran-5-yl)phenyl)-1H-indole-3-carboxylic acid ClC=1C(=C(C=CC1)C=1C=C2C(=CNC2=CC1)C(=O)O)C=1C=CC2=C(CCO2)C1